((3R)-8-(1-(2-chlorophenyl)ethyl)-1-methyl-2-oxo-1,2,3,4-tetrahydroquinolin-3-yl)urea ClC1=C(C=CC=C1)C(C)C=1C=CC=C2C[C@H](C(N(C12)C)=O)NC(=O)N